C(C1=CC=CC=C1)N1C2CCC1CC2 N-Benzyl-7-azabicyclo[2.2.1]heptane